6-(5-(2-ethoxyphenoxy)pyridin-3-yl)pyrazin-2-amine C(C)OC1=C(OC=2C=C(C=NC2)C2=CN=CC(=N2)N)C=CC=C1